2-chloro-9-cyclopentyl-5,7,8,9-tetrahydro-6H-pyrimido[4,5-b][1,4]diazepin-6-one ClC=1N=CC2=C(N(CCC(N2)=O)C2CCCC2)N1